C1(CC1)N1C(C(=CC(=C1)CN1C[C@H](OCC1)C)C(=O)O)=O 1-cyclopropyl-5-[[(2R)-2-methylmorpholin-4-yl]methyl]-2-oxopyridine-3-carboxylic acid